5,6,7,8-Tetrahydro-1,6-naphthyridine N1=CC=CC=2CNCCC12